p-bis-(vinyloxyethoxy)benzene C(=C)OCCOC1=CC=C(C=C1)OCCOC=C